N[C@@H](C)C(=O)O.[K] Potassium Alanine